O=C(C(=O)[O-])CC(C)C.C([O-])([O-])=O.[NH4+].[NH4+].[NH4+] Ammonium Carbonat alpha-ketoisocaproate